5,5'-(butane-1,4-diyl)bis(N-((4-(3,3-difluorocyclobutoxy)pyridin-2-yl)methyl)-1,3,4-thiadiazole-2-carboxamide) C(CCCC1=NN=C(S1)C(=O)NCC1=NC=CC(=C1)OC1CC(C1)(F)F)C1=NN=C(S1)C(=O)NCC1=NC=CC(=C1)OC1CC(C1)(F)F